1-(3-bromo-5-trifluoromethoxyphenyl)-3-[3-chloro-2-(2-hydroxyethyl)phenyl]urea BrC=1C=C(C=C(C1)OC(F)(F)F)NC(=O)NC1=C(C(=CC=C1)Cl)CCO